2-hydroxyethyl 3-(2-hydroxyethyl)-5-methyl-2,4-dioxo-1-(2-phenylethyl)-1H,2H,3H,4H-thieno[2,3-d]pyrimidine-6-carboxylate OCCN1C(N(C2=C(C1=O)C(=C(S2)C(=O)OCCO)C)CCC2=CC=CC=C2)=O